N1CC(C1)N1C(=NC=C1)C(=O)O (azetidin-3-yl)-1H-imidazole-2-carboxylic acid